4,4'-((4-(but-3-yn-1-ylcarbamoyl)pyridin-2,6-diyl)bis(1H-1,2,3-triazole-4,1-diyl))bis(2-hydroxybenzoic acid) C(CC#C)NC(=O)C1=CC(=NC(=C1)C=1N=NN(C1)C1=CC(=C(C(=O)O)C=C1)O)C=1N=NN(C1)C1=CC(=C(C(=O)O)C=C1)O